7-((3-hydroxy-isoxazol-5-yl)methoxy)-2-((7-methyl-5-(methylsulfonyl)-1H-indol-4-yl)methyl)-2H-indazole-6-carbonitrile OC1=NOC(=C1)COC1=C(C=CC2=CN(N=C12)CC1=C2C=CNC2=C(C=C1S(=O)(=O)C)C)C#N